FC1=C(C=CC(=C1)F)C1CNC=2C=C(C=C(C2C1=O)C(=O)OC)F methyl 3-(2,4-difluorophenyl)-7-fluoro-4-oxo-2,3-dihydro-1H-quinoline-5-carboxylate